N[C@H](C(=O)O)CC1=CNC2=CC=C(C=C12)F (S)-2-amino-3-(5-fluoro-1H-indol-3-yl)propanoic acid